N(C(=O)C)CC=1C(=CC2=C([C@@H]3CC4=C(CN3CC2)C(=C(C=C4)OC)OC)C1)OC (S)-2-acetaminomethyl-3,9,10-trimethoxy-6,8,13,13a-tetrahydro-5H-dibenzo[a,g]quinolizine